C(=O)C1=CC=C(OC2=C(C=C(C=O)C=C2)OC)C=C1 4-(4-formylphenoxy)-3-methoxybenzaldehyde